COC(=O)C1NCCNC1 piperazine-2-carboxylic acid methyl ester